C(C)OCOC1=C(C=CC(=C1)C#CC)C1=C(C=C(N=N1)N[C@@H]1[C@@H](CCCC1)O)C (1R,2S)-2-((6-(2-(ethoxymethoxy)-4-(prop-1-yn-1-yl)phenyl)-5-methylpyridazin-3-yl)amino)cyclohexan-1-ol